P-Menth-8-En-1-Ol C1(CCC(CC1)C(=C)C)(C)O